[Na+].C(CCCCCCCCC)S(=O)(=O)[O-] decanesulfonic acid sodium salt